O1C2(CCC1)CN(C1=CC=CC=C12)S(=O)(=O)C1=CC=C(C=C1)S(=O)(=O)N(C)C 4-{[1,2-dihydrospiro[indole-3,2'-oxolan]-1-yl]sulfonyl}-N,N-dimethylbenzene-1-sulfonamide